(+-)-7-amino-3-chloro-5-((2-(1-((3-hydroxycyclobutyl)methyl)-1H-pyrazol-3-yl)ethyl)amino)-2-methylpyrazolo[1,5-a]pyrimidine-6-carbonitrile NC1=C(C(=NC=2N1N=C(C2Cl)C)NCCC2=NN(C=C2)CC2CC(C2)O)C#N